4-fluoro-indane-2-carboxylate FC1=C2CC(CC2=CC=C1)C(=O)[O-]